CC=1C=C(C=CC1C)C1=CC(=CC=C1)[C@H](CC(=O)OCC)NC(=O)NC=1C(N(C=C(C1O)C)C)=O ethyl (S)-3-(3',4'-dimethylbiphenyl-3-yl)-3-(3-(4-hydroxy-1,5-dimethyl-2-oxo-1,2-dihydro pyridin-3-yl)ureido)propanoate